FC(OC=1C=C(C=CC1)C1=CC=C(S1)C=O)(F)F 5-(3-(trifluoromethoxy)phenyl)thiophene-2-carbaldehyde